N-[6-(2-chloro-5-fluorophenyl)-8-oxo-7,8-dihydro-6H-[1,3]thiazolo[4,5-e]isoindol-5-yl]-5-fluoro-3-(trifluoromethyl)benzamide ClC1=C(C=C(C=C1)F)C1NC(C2=C3C(=CC(=C12)NC(C1=CC(=CC(=C1)F)C(F)(F)F)=O)SC=N3)=O